(R)-6-(2-(dimethylamino)-7-methoxyimidazo[1,2-a]pyridin-5-yl)-2-methyl-N-(1-(m-tolyl)ethyl)quinazolin-4-amine CN(C=1N=C2N(C(=CC(=C2)OC)C=2C=C3C(=NC(=NC3=CC2)C)N[C@H](C)C=2C=C(C=CC2)C)C1)C